ClC=1C=C(C=NC1)C=1C=C(C(C=CC1)=O)O 4-(5-chloropyridin-3-yl)-2-hydroxycyclohepta-2,4,6-trien-1-one